tert-butyl (R)-((3-(5-fluoro-3-((6-fluoro-2-methylpyridin-3-yl)oxy)-2-(trifluoromethyl)isonicotinamido)phenyl)(methyl)(oxo)-λ6-sulfaneylidene)carbamate FC1=CN=C(C(=C1C(=O)NC=1C=C(C=CC1)[S@](=O)(C)=NC(OC(C)(C)C)=O)OC=1C(=NC(=CC1)F)C)C(F)(F)F